(1r,2s,6r,7s)-4-(6-ethynyl-1,3-benzothiazol-2-yl)-4-azatricyclo[5.2.1.02,6]dec-8-ene-3,5-dione C(#C)C1=CC2=C(N=C(S2)N2C([C@H]3[C@H]4C=C[C@@H]([C@H]3C2=O)C4)=O)C=C1